FC1=C(CNC(=O)N)C(=CC=C1)C(F)(F)F 1-[2-fluoro-6-(trifluoromethyl)benzyl]urea